NC(CC(=O)OCC)C(C)(C)C ethyl 3-amino-4,4-dimethylpentanoate